tert-Butyl (endo)-5-(7-bromo-8-(2-cyanoethyl)-2-ethyl-6-fluoro-4-(methylthio)-1H-imidazo[4,5-c]quinolin-1-yl)-2-azabicyclo[2.1.1]hexane-2-carboxylate BrC=1C(=CC=2C3=C(C(=NC2C1F)SC)N=C(N3C3C1CN(C3C1)C(=O)OC(C)(C)C)CC)CCC#N